ClC1=C(N=C(NC1=O)C1=CC=NC=C1)N1CCNC2(CCC2)C1 5-chloro-4-(5,8-diazaspiro[3.5]nonan-8-yl)-2-(4-pyridinyl)-1H-pyrimidin-6-one